4-(4-(5-Fluorobenzofuran-3-yl)thiophen-2-yl)-4-oxobutanoic acid methyl ester COC(CCC(=O)C=1SC=C(C1)C1=COC2=C1C=C(C=C2)F)=O